CN1CCN(CC1)C1=CC=C2N=C3C(C4=C(C(C3=NC2=C1)=O)N=CC=C4)=O 9-(4-methylpiperazin-1-yl)-pyrido[2,3-b]phenazine-5,12-dione